C(C)(C)(C)OC(=O)N(CCCNC(OC(C)(C)C)=O)CCCCN(CC(=O)O)CCCNC(=O)OC(C)(C)C 9-(tert-Butoxycarbonyl)-14-(3-((tert-Butoxycarbonyl)amino)propyl)-2,2-dimethyl-4-oxo-3-oxa-5,9,14-triazahexadecan-16-oic acid